(R)-5-bromo-4-chloro-2-fluoro-N-methyl-N-(3-methyl-1-(phenylamino)butan-2-yl)benzenesulfonamide BrC=1C(=CC(=C(C1)S(=O)(=O)N([C@@H](CNC1=CC=CC=C1)C(C)C)C)F)Cl